6-bromo-1-(2,5,8,11-tetraoxatridecan-13-yl)-2,3-dihydro-1H-pyrrolo[2,3-b]pyridine BrC1=CC=C2C(=N1)N(CC2)CCOCCOCCOCCOC